N-(trans-4-hydroxycyclohexyl)-5-phenylpentanamide O[C@@H]1CC[C@H](CC1)NC(CCCCC1=CC=CC=C1)=O